S(=S)(=O)([O-])[O-].[Mg+2] Magnesium Thiosulfate